FC=1C=C(C=CC1)CCOC1=CC=C(C2=C1OCO2)CN[C@H](C(=O)N)C (S)-2-{[7-(3-fluorophenylethoxy)benzo[d][1,3]dioxol-4-yl]methylamino}propanamide